(4-(4-(2-(2-Aminopyridin-3-yl)-5-phenyl-3H-imidazo[4,5-b]pyridin-3-yl)benzyl)piperazin-1-yl)(2-bromothiazol-4-yl)methanone NC1=NC=CC=C1C1=NC=2C(=NC(=CC2)C2=CC=CC=C2)N1C1=CC=C(CN2CCN(CC2)C(=O)C=2N=C(SC2)Br)C=C1